O1C(OCCC1)C1=CC=C(O1)C=O 5-(1,3-dioxane-2-yl)furan-2-carbaldehyde